[13C](C(=O)C)(=O)[O-] (1-13C)-Pyruvate